C=1(C(=CC=CC1)OOC1=C(C=CC=C1)C)C bis(o-toluyl) peroxide